C1=CC=CC=2SC3=CC=CC=C3N(C12)C(=O)Cl 10H-phenothiazine-10-carbonyl chloride